3-imidazo[1,5-a]pyridin-1-yl-N-methyl-4-[[4-(trifluoromethyl)phenyl]methylamino]benzenesulfonamide C=1(N=CN2C1C=CC=C2)C=2C=C(C=CC2NCC2=CC=C(C=C2)C(F)(F)F)S(=O)(=O)NC